2,4-diamino-4-chlorophenylacetic acid NC1=C(C=CC(C1)(Cl)N)CC(=O)O